OC=1C(NC=CC1C(CNC(C)=O)CC1=CC=C(C=C1)C#CC1=CC=C(C=C1)CN1CCOCC1)=O N-(2-(3-hydroxy-2-oxo-1,2-dihydropyridin-4-yl)-3-(4-((4-(morpholinomethyl)phenyl)ethynyl)phenyl)propyl)acetamide